tert-butyl (1-(5-bromopyridin-3-yl)piperidin-4-yl)carbamate BrC=1C=C(C=NC1)N1CCC(CC1)NC(OC(C)(C)C)=O